C(O)(=O)OCC monoethanol carbonate